2-((2-chloropyrimidin-5-yl)methyl)oxazole ClC1=NC=C(C=N1)CC=1OC=CN1